ClC=1C(=C(CS(=O)(=O)C2=NC=3N(C(N(C(C3N2C)=O)C)=O)C)C=CC1)OC 8-((3-chloro-2-methoxybenzyl)sulfonyl)-1,3,7-trimethyl-1H-purine-2,6(3H,7H)-dione